COC(C1=C(C=C(C=C1C)O)C)=O.C(C1=CC=CC=C1)OC1=CC(=C(C(=O)OC)C(=C1)C)C methyl 4-(benzyloxy)-2,6-dimethylbenzoate Methyl-4-hydroxy-2,6-dimethylbenzoate